trimethylsilyl (1Z)-N-trimethylsilylethanimidate C[Si](\N=C(\C)/O[Si](C)(C)C)(C)C